N-Boc-4-piperidin-4-yl-butyric acid CC(C)(C)OC(=O)N1CCC(CC1)CCCC(=O)O